BrC1=CC=C2C(=CNC2=C1)CCN 2-(6-bromo-1H-indol-3-yl)ethanamine